chloromethyl-2-methyl-1,1'-biphenyl ClCC=1C(=C(C=CC1)C1=CC=CC=C1)C